C(C)(C)(C)OC(CN1CCN(CCN(CCNCC1)CC(=O)O)CC(=O)O)=O 1,4,7,10-tetraazacyclododecane-1,4,7-triacetic acid (t-butyl) ester